tert-Butyl 4-hydroxybenzoate OC1=CC=C(C(=O)OC(C)(C)C)C=C1